Boc-L-Histidine C(=O)(OC(C)(C)C)N[C@@H](CC1=CNC=N1)C(=O)O